CSC(CC(=O)C1=C(CCCC1(C)C)C)C 1-(3-(methylthio)-butyryl)-2,6,6-trimethylcyclohexene